(2-bromoethyl)-benzyl-diethylammonium bromide [Br-].BrCC[N+](CC)(CC)CC1=CC=CC=C1